NC1=C(C(=O)O)C=CC(=C1)C1=NC=CC(=N1)C(F)(F)F 2-amino-4-(4-(trifluoromethyl)pyrimidin-2-yl)benzoic acid